C[Si](CCCNCCC[Si](C)(C)C)(C)C bis-[3-(trimethylsilyl)-propyl]-amine